(4-((tert-butoxycarbonyl)amino)-1-hydroxycyclohexyl)methyl(methyl)carbamate C(C)(C)(C)OC(=O)NC1CCC(CC1)(O)OC(N(C)C)=O